5-[(3-methoxybenzyl)(4-dimethylaminobenzyl)aminocarbonyloxyethoxy]pyridine COC=1C=C(CC(COC=2C=CC=NC2)OC(=O)NCC2=CC=C(C=C2)N(C)C)C=CC1